(2R,3R,4R,5R)-2-(((((2,2-Diethoxyethyl)amino)(phenoxy)phosphoryl)oxy)methyl)-5-(2,4-dioxo-3,4-dihydropyrimidin-1(2H)-yl)-4-fluoro-4-methyltetrahydrofuran-3-yl propionate C(CC)(=O)O[C@@H]1[C@H](O[C@H]([C@]1(C)F)N1C(NC(C=C1)=O)=O)COP(=O)(OC1=CC=CC=C1)NCC(OCC)OCC